ClC1=C(C=CC=C1)N1CCN(CC1)C(=O)C=1C=C2C(=NNC2=CC1)C=1NC=C(N1)C1=CC=CC=C1 (4-(2-chlorophenyl)piperazin-1-yl)(3-(4-phenyl-1H-imidazol-2-yl)-1H-indazol-5-yl)methanone